COP(=O)(OC)[O-].P(=O)([O-])([O-])[O-].[P+4] phosphorus phosphate dimethyl-phosphate